C(C)(C)N1N=CC(=C1)C1=NC(=NC=C1C)NC1=CC=C(C[N-]CCCCN(C)C)C=C1 N-(4-((4-(1-isopropyl-1H-pyrazol-4-yl)-5-methylpyrimidin-2-yl)amino)benzyl)-4-dimethylaminobutylamide